5-Fluoropyridin-3-yl 4-((2,2-difluorobenzo[d][1,3]dioxol-5-yl) methyl)piperazine-1-carboxylate FC1(OC2=C(O1)C=CC(=C2)CN2CCN(CC2)C(=O)OC=2C=NC=C(C2)F)F